m-[4-(1,4-thiazinan-4-yl)-1,3,5-triaza-6-naphthyl]benzenesulfonamide S1CCN(CC1)C1=NC=NC2=CC=C(N=C12)C=1C=C(C=CC1)S(=O)(=O)N